C(C)(C)(C)OC(=O)N[C@@H](C)CO (S)-N-t-butoxycarbonyl-alaninol